CO[Si](OC)(OC)CN1N=NN=C1 1-[(trimethoxysilyl)methyl]-1H-tetrazole